2-bromo-1-(6-nitropyridin-3-yl)ethanone BrCC(=O)C=1C=NC(=CC1)[N+](=O)[O-]